tert-butyl (R)-3-((S)-3-(3-(2-bromoacetyl)phenyl)-1-(tert-butoxy)-1-oxopropan-2-yl)pyrrolidine-1-carboxylate BrCC(=O)C=1C=C(C=CC1)C[C@H](C(=O)OC(C)(C)C)[C@@H]1CN(CC1)C(=O)OC(C)(C)C